7-(3-(N-methyl-1H-1,2,4-triazole-1-carboxamido)cyclobutyl)-2-(4-phenoxyphenyl)-4,5,6,7-tetrahydropyrazolo[1,5-a]pyrimidine-3-carboxamide CN(C(=O)N1N=CN=C1)C1CC(C1)C1CCNC=2N1N=C(C2C(=O)N)C2=CC=C(C=C2)OC2=CC=CC=C2